[Li].[Y] yttrium Lithium